2,4-dioxo-2,4-dihydro-1H-benzo[d][1,3]oxazine-8-carboxylic acid O=C1OC(C2=C(N1)C(=CC=C2)C(=O)O)=O